3-fluoro-5-(pyrrolidin-1-yl)benzene FC=1C=CC=C(C1)N1CCCC1